O3-benzyl O8-tert-butyl (1S,2S,5R)-2-formyl-3,8-diazabicyclo[3.2.1]octane-3,8-dicarboxylate C(=O)[C@@H]1[C@@H]2CC[C@H](CN1C(=O)OCC1=CC=CC=C1)N2C(=O)OC(C)(C)C